ClC=1C=C(/C=C/C2=CC(=C(C=C2)O)CNCC2=CC=NC=C2)C=CC1Cl (E)-4-(3,4-dichlorostyryl)-2-(((pyridin-4-ylmethyl)amino)methyl)phenol